ammonium Glutamate N[C@@H](CCC(=O)[O-])C(=O)[O-].[NH4+].[NH4+]